C(C)C(CC)N1N=CC=2N=C(N=C(C21)N[C@@H](CC)C=2C=NC1=CC=CC=C1C2)N2CCN(CC2)C(C)=O 1-{4-[1-(1-ethyl-propyl)-7-((S)-1-quinolin-3-yl-propylamino)-1H-pyrazolo[4,3-d]pyrimidin-5-yl]-piperazin-1-yl}-ethanone